(3R,4S)-3-cyclopropyl-1-[6-[1-(difluoromethyl)-6-oxopyridin-3-yl]pyrazolo[1,5-a]pyrazin-4-yl]-4-methyl-2-oxopyrrolidine-3-carbonitrile C1(CC1)[C@]1(C(N(C[C@H]1C)C=1C=2N(C=C(N1)C1=CN(C(C=C1)=O)C(F)F)N=CC2)=O)C#N